FC(C)(F)C1=NC(=C(C(=N1)C)S(=O)(=O)N1CC2(C1)CN(C2)CC2COC2)C 2-((2-(1,1-difluoroethyl)-4,6-dimethylpyrimidin-5-yl)sulfonyl)-6-(oxetan-3-ylmethyl)-2,6-diazaspiro[3.3]heptane